7-(3-(4-amino-3,5-difluorobenzoyl)indolizin-8-yl)-2-methyl-6-(trifluoromethyl)-3,4-dihydroisoquinolin-1(2H)-one NC1=C(C=C(C(=O)C2=CC=C3C(=CC=CN23)C2=C(C=C3CCN(C(C3=C2)=O)C)C(F)(F)F)C=C1F)F